C(C)O[Si](CCCN=[N+]=[N-])(OCC)OCC 3-(triethoxysilyl)-propylazide